rel-(1R,2R,5R)-2-(benzyloxy)-6-oxabicyclo[3.1.0]hexane C(C1=CC=CC=C1)O[C@H]1[C@@H]2O[C@@H]2CC1 |o1:8,9,11|